FC=1C=C(C#N)C=CC1N1C([C@H](N(C(C1)=O)CC1=CC=C(C=C1)C(F)(F)F)C(C)C)=O (R)-3-fluoro-4-(3-isopropyl-2,5-dioxo-4-(4-(trifluoromethyl)benzyl)-piperazin-1-yl)benzonitrile